3-(5-(((1R,2S)-2-((4,4-difluorocyclohexyl-1-d)amino)cyclohexyl)methyl)-4-fluoro-1-oxoisoindolin-2-yl)piperidine-2,6-dione FC1(CCC(CC1)([2H])N[C@@H]1[C@H](CCCC1)CC=1C(=C2CN(C(C2=CC1)=O)C1C(NC(CC1)=O)=O)F)F